6-vinyl-bicyclo[2.2.1]hept-2-ene C(=C)C1CC2C=CC1C2